4-(3-(3-(1-methyl-1H-indazol-6-yl)-1,4-dihydrothieno[2',3':4,5]cyclopenta[1,2-c]pyrazol-6-yl)benzyl)morpholine zinc [Zn].CN1N=CC2=CC=C(C=C12)C=1C2=C(NN1)C1=C(C2)SC(=C1)C=1C=C(CN2CCOCC2)C=CC1